dicyclopropyl-sulfoximine C1(CC1)S(=O)(=N)C1CC1